NC(CC(=O)O)C1=C(C=CC=C1)C1=CSC(=C1)C(C)NC1=NC(=NC2=CC(=C(C=C12)OC)OC)C 3-amino-3-[2-(5-{1-[(6,7-dimethoxy-2-methylquinazolin-4-yl)amino]ethyl}-3-thienyl)phenyl]propanoic Acid